N-(3-(difluoromethyl)oxetane-3-yl)-2-methylpropane-2-sulfenamide FC(C1(COC1)NSC(C)(C)C)F